(S)-6-(1-iodo-8-chloroimidazo[1,5-a]pyrazin-3-yl)-5-azaspiro[2.4]heptane-5-carboxylic acid tert-butyl ester C(C)(C)(C)OC(=O)N1CC2(CC2)C[C@H]1C1=NC(=C2N1C=CN=C2Cl)I